C(C)[C@@H]1C(N2[C@]3(CCN(C[C@H]3C1)CC1=CC=C(C=C1)C(F)(F)F)OC[C@@H]2C(C)C)=O (3S,6S,7aR,11aR)-6-ethyl-3-isopropyl-9-[[4-(trifluoromethyl)phenyl]methyl]-2,3,6,7,7a,8,10,11-octahydrooxazolo[2,3-j][1,6]naphthyridin-5-one